Cl[Si](OC)(OC)Cl dichlorodimethoxysilane